OC1=CC2=C(C3C(N(CC2)C)CCCC2=C3C=CC=C2)C=C1OC 3-hydroxy-2-methoxy-7-methyl-5,6,7,7a,8,9,10,14b-octahydro-benzo[d]benzo[3,4]cyclohepta[1,2-b]azepine